IC1=C(C(=C(C(=C1I)I)I)I)CCCN 3-(2,3,4,5,6-pentaiodophenyl)propan-1-amine